COC(CN1N=CC(=C1)CSC1=NC(=C(C(=C1C#N)CC)C#N)N(C)C)=O 2-(4-(((3,5-dicyano-6-(dimethylamino)-4-ethylpyridin-2-yl)thio)methyl)-1H-pyrazol-1-yl)acetic acid methyl ester